P(=O)(OC1=C(C=C(C=C1)CC(C)C)CC(C)C)(OC1=C(C=C(C=C1)CC(C)C)CC(C)C)OC1=C(C=C(C=C1)CC(C)C)CC(C)C tri(2,4-diisobutylphenyl) phosphate